ClC1=C(C(=NC(=N1)SCCC)NCC1=CC=C(C=C1)C)[N+](=O)[O-] 6-chloro-5-nitro-2-propylsulfanyl-N-(p-tolylmethyl)pyrimidin-4-amine